ammonium tetrafluoroborate, tetrabutylammonium salt C(CCC)[N+](CCCC)(CCCC)CCCC.F[B-](F)(F)F.[NH4+].F[B-](F)(F)F